trans-N,N-dimethyl-cyclohexanediamine CN(C1(CCCCC1)N)C